Methyl 8-(2,4-dichlorophenyl)-9-(3-((1-(3-fluoropropyl)pyrrolidin-3-yl)methyl)phenyl)-6,7-dihydro-5H-benzo[7]annulene-3-carboxylate ClC1=C(C=CC(=C1)Cl)C=1CCCC2=C(C1C1=CC(=CC=C1)CC1CN(CC1)CCCF)C=CC(=C2)C(=O)OC